FC(C1=CC=C(C=C1)NC1=C(C=CC=C1)C1=NN=C(O1)[C@H]1NC(OC1)=O)(F)F (S)-4-(5-(2-((4-(trifluoromethyl)phenyl)amino)phenyl)-1,3,4-oxadiazol-2-yl)oxazolidin-2-one